(S)-2-(5-methylpyridin-2-yl)morpholin-4-carboxylate CC=1C=CC(=NC1)[C@@H]1CN(CCO1)C(=O)[O-]